C(C)OC(CCCC(C(=O)NC1=CC(=C(C=C1)C#N)SC)(C)O)=O 6-(4-cyano-3-methylthio-anilino)-5-hydroxy-5-methyl-6-oxohexanoic acid ethyl ester